C(#N)C(C(=O)NCCCC[C@@H](C(=O)N[C@@H](CC1=CC=CC=C1)B(O)O)NC[C@@H]([C@@H](C)O)NC(C(C)C)=O)=CC(C)C ((R)-1-((S)-6-(2-cyano-4-methylpent-2-enoylamino)-2-((2S,3R)-3-hydroxy-2-isobutyrylaminobutylamino)hexanamido)-2-phenylethyl)boronic acid